[Zr].[Ti].[Ca].[Mg].[Ca].FC=1C=C(C=C(C1N1C(C2(N3C1=NC=C3C=O)CC2)=O)F)NC(=O)C2=NC=CC=C2 N-[3,5-difluoro-4-(3'-formyl-6'-oxo-spiro[cyclopropane-1,5'-imidazo[1,2-a]imidazol]-7'-yl)phenyl]pyridine-2-carboxamide calcium magnesium calcium titanium zirconium